C(CCCC)N1CCN(CC1)C(=O)C1=CC=CC=C1 4-(4-pentylpiperazine-1-carbonyl)benzene